C1(=CC=CC=2OC3=C(C21)C=CC=C3)N3C2=CC=CC=C2C=2C=C(C=CC32)C=3C=CC=2NC1=CC=CC=C1C2C3 9-(dibenzo[b,d]furan-1-yl)-9H,9'H-3,3'-bicarbazole